BrC1=CC=C(C=C1)C1(CC1)C=O 1-(4-bromophenyl)cyclopropane-1-carbaldehyde